methyl 2-[(3E)-5-[1-(4,4-difluorocyclohexyl)piperidin-4-yl]-4-(3-methylbutanoyl)-1,2-dihydropyrrol-3-ylidene]but-3-enoate FC1(CCC(CC1)N1CCC(CC1)C1=C(/C(/CN1)=C(\C(=O)OC)/C=C)C(CC(C)C)=O)F